C1=CC=CC=2C3=CC=CC=C3C(C12)COC(=O)NC(C(=O)O)C(C)C1=CC=C(C=C1)OC(C)(C)C 2-((((9H-fluoren-9-yl)methoxy)carbonyl)amino)-3-(4-(tert-butoxy)phenyl)butanoic acid